C(C)(=O)C=1C=C(C=CC1)N(C(=O)NC=1C=C2C(N(C(N(C2=CC1)CCN1CCCCC1)=O)CCOC)=O)O 1-(3-Acetylphenyl)-1-hydroxy-3-(3-(2-methoxyethyl)-2,4-dioxo-1-(2-(piperidin-1-yl)ethyl)-1,2,3,4-tetrahydroquinazolin-6-yl)urea